3-(2-(dimethylamino)ethyl)-5-methoxy-1H-indole-1-carboxylic acid 2-methoxyethyl ester COCCOC(=O)N1C=C(C2=CC(=CC=C12)OC)CCN(C)C